C(OC1CC(C1)C1=NN(C(=C1)NC(COC1=C(C(=CC(=C1)OC)OC)C=O)=O)C(C)(C)C)(OC1=CC=C(C=C1)[N+](=O)[O-])=O (1s,3s)-3-(1-(tert-butyl)-5-(2-(2-formyl-3,5-dimethoxyphenoxy)acetamido)-1H-pyrazol-3-yl)cyclobutyl (4-nitrophenyl) carbonate